C(CC)C(=O)CCCCCCCCCCCCCCCCCCCCCC n-docosyl propyl ketone